OC1=C(C=O)C=C(C=C1OC)\C=C\C1=CC=CC=C1 (E)-2-hydroxy-3-methoxy-5-styrylbenzaldehyde